TERT-BUTYL L-PHENYLALANYLGLYCINATE N[C@@H](CC1=CC=CC=C1)C(=O)NCC(=O)OC(C)(C)C